(S)-8-methyl-4-[(tetrahydrofuran-3-yl)oxy]-[1,3]dioxolo[4,5-H]quinazolin-6(7H)-one CC1=NC=2C3=C(C(=CC2C(N1)=O)O[C@@H]1COCC1)OCO3